ethyl 2-{[5-({2-[(2-ethoxy-2-oxoethyl)carbamoyl]-1,3-dioxo-2,3-dihydro-1H-inden-5-yl}sulfonyl)-1,3-dioxo-2,3-dihydro-1H-inden-2-yl]formamido}acetate C(C)OC(CNC(=O)C1C(C2=CC=C(C=C2C1=O)S(=O)(=O)C=1C=C2C(C(C(C2=CC1)=O)C(=O)NCC(=O)OCC)=O)=O)=O